BrCCOC1=C(N)C=CC(=C1F)F 2-[(2-bromoethyl)oxy]-3,4-difluoroaniline